1-chloro-8,10-tridecadiene ClCCCCCCCC=CC=CCC